O-[4-nitro-2-(trifluoromethyl)phenyl]hydroxylamine C1=CC(=C(C=C1[N+](=O)[O-])C(F)(F)F)ON